N-((6R)-N-((1,2,3,5,6,7-hexahydro-s-indacen-4-yl)carbamoyl)-6-methoxy-6,7-dihydro-5H-pyrazolo[5,1-b][1,3]oxazine-3-sulfonimidoyl)acetamide C1CCC2=C(C=3CCCC3C=C12)NC(=O)N=S(=O)(C=1C=NN2C1OC[C@@H](C2)OC)NC(C)=O